norbornyl acetate CC(=O)OC1CC2CCC1C2